C(C)(C)(C)C1=CC(=NO1)NC(=O)NC1=CC=C(C=C1)N1C=NC(=C1)C1=CC(=C(C=C1)OCCN1CCOCC1)[N+](=O)[O-] 1-(5-(tert-butyl)isoxazol-3-yl)-3-(4-(4-(4-(2-morpholinoethoxy)-3-nitrophenyl)-1H-imidazol-1-yl)phenyl)urea